NC=1C=CC(=C(OCCO)C1)C1=C(C=2N=CN=C(C2N1C1=CC(=C(C=C1)OC1=NC=CC(=N1)C)F)N)C 2-[5-amino-2-(4-amino-5-{3-fluoro-4-[(4-methylpyrimidin-2-yl)oxy]phenyl}-7-methyl-5H-pyrrolo[3,2-d]pyrimidin-6-yl)phenoxy]ethan-1-ol